CC1=C(C(=C(C=C1)C1=CC=CC=C1)N(C1=C(C(=CC=2C3=CC=CC=C3CC12)C1=CC=CC=C1)C1=CC=CC=C1)C1=C(C=CC=C1)C1=CC=CC=2OC3=C(C21)C=CC=C3)C (dimethylbiphenylyl)(dibenzofuranylphenyl)(diphenylfluorenyl)amine